2-(4-tert-butylphenyl)-3-(phenylseleno)indole C(C)(C)(C)C1=CC=C(C=C1)C=1NC2=CC=CC=C2C1[Se]C1=CC=CC=C1